N-{[6-({[(4-chlorophenyl)methyl]amino}methyl)imidazo[1,2-a]pyridin-2-yl]methyl}-4-oxo-4H-pyrido[1,2-a]pyrimidine-2-carboxamide ClC1=CC=C(C=C1)CNCC=1C=CC=2N(C1)C=C(N2)CNC(=O)C=2N=C1N(C(C2)=O)C=CC=C1